oxygen gluconate O=C([C@H](O)[C@@H](O)[C@H](O)[C@H](O)CO)[O-].[O+2].O=C([C@H](O)[C@@H](O)[C@H](O)[C@H](O)CO)[O-]